CCCCCCCCCCC[C@H](CC(=O)N[C@@H]1[C@H]([C@@H]([C@H](O[C@@H]1OP(=O)(O)O)CO[C@H]2[C@@H]([C@H]([C@@H]([C@H](O2)CO)OP(=O)(O)O)OC(=O)C[C@@H](CCCCCCCCCCC)O)NC(=O)C[C@@H](CCCCCCCCCCC)O)O)OC(=O)C[C@@H](CCCCCCCCCCC)O)O The molecule is a tetra-acylated lipid A produced by E. coli as an intermediate in the lipid A biosynthetic pathway. It is a conjugate acid of a lipid IVA(4-).